C(C)C1CCC(CC1)C(=O)OCC(COC(=O)C1CCC(CC1)CC)O 2-Hydroxypropane-1,3-diyl bis(4-ethylcyclohexane-1-carboxylate)